C(C)(C)(C)C1=CC=C(C=C1)N(C(=O)[C@@H]1N([C@H](CC1)C)C(=O)OC(C)(C)C)C(C(=O)NC1CCCCC1)C=1C=NC=CC1 Tert-butyl (2R,5S)-2-[(4-tert-butylphenyl)-[2-(cyclohexylamino)-2-oxo-1-(3-pyridyl)ethyl]carbamoyl]-5-methyl-pyrrolidine-1-carboxylate